[Li+].B([O-])([O-])[O-].[Li+].[Li+] borate lithium salt